N[C@@H](CC1=CC(=CC(=C1)F)F)C1=NC2=CC(=CC=C2C(N1C=1C=CC(=C2C(=NN(C12)CC(F)(F)F)N(S(=O)(=O)CC)S(=O)(=O)CC)Cl)=O)Br (S)-N-(7-(2-(1-amino-2-(3,5-difluorophenyl)ethyl)-7-bromo-4-oxoquinazolin-3(4H)-yl)-4-chloro-1-(2,2,2-trifluoroethyl)-1H-indazol-3-yl)-N-(ethylsulfonyl)ethanesulfonamide